C(C)(=O)N[C@H](CCCNC(N)=N)C(=O)O D-N2-acetylarginine